S1C=NC2=C1C=CC(=C2)NC2=C1C(=NC=C2)SC(=C1)C1CCN(CCC1)C(C)=O 1-(4-(4-(benzo[d]thiazol-5-ylamino)thieno[2,3-b]pyridin-2-yl)azepan-1-yl)ethan-1-one